methyl 3-[3,5-dimethoxy-4-(2,2,2-trifluoroethylcarbamoyl)phenyl]imidazo-[1,2-a]pyridine-7-carboxylate COC=1C=C(C=C(C1C(NCC(F)(F)F)=O)OC)C1=CN=C2N1C=CC(=C2)C(=O)OC